5-(8-methoxy-[1,2,4]triazolo[1,5-a]pyridin-6-yl)-1-(piperidin-4-yl)-1,3-dihydro-2H-benzo[d]imidazol-2-one COC=1C=2N(C=C(C1)C1=CC3=C(N(C(N3)=O)C3CCNCC3)C=C1)N=CN2